BrCC=1C(=NC2=CC=CC=C2C1)OC 3-(bromomethyl)-2-methoxyquinoline